FC(COC1=CC(=C(N)C=C1F)F)F 4-(2,2-difluoroethoxy)-2,5-difluoro-aniline